C(C)N1C(=NN(C1=O)C=1C=C2C(=CN(C(C2=CC1F)=O)C1=C(C=CC=C1)C)C(C(F)(F)F)C)CO 6-(4-ethyl-3-(hydroxymethyl)-5-oxo-4,5-dihydro-1H-1,2,4-triazol-1-yl)-7-fluoro-2-(o-tolyl)-4-(1,1,1-trifluoropropan-2-yl)isoquinolin-1(2H)-one